tert-butyl 4-[(3R)-3-(4-chlorophenyl)-2,3-dihydro-[1,4]dioxino[2,3-b]pyridin-8-yl]-3,6-dihydro-2H-pyridine-1-carboxylate ClC1=CC=C(C=C1)[C@@H]1COC=2C(=NC=CC2C=2CCN(CC2)C(=O)OC(C)(C)C)O1